C(C(=O)O)(=O)O.CN(CCCC(C(C)C)N1CC2(C1)CN(CC2)C=2N=CN=NC2OC2=C(C(=O)N(C(C)C)C(C)C)C=C(C=C2)F)C (-)-2-((5-(2-(6-(Dimethylamino)-2-methylhex-3-yl)-2,6-diazaspiro[3.4]oct-6-yl)-1,2,4-triazin-6-yl)oxy)-5-fluoro-N,N-diisopropylbenzamide oxalate